1-(3-fluorobenzofuran-5-yl)-2-(methylamino)propan-1-ol FC1=COC2=C1C=C(C=C2)C(C(C)NC)O